2-(6-(4,4-dimethylcyclohex-1-en-1-yl)naphthalen-2-yl)thiazole CC1(CC=C(CC1)C=1C=C2C=CC(=CC2=CC1)C=1SC=CN1)C